DIMETHYLSILYL CHLORIDE C[SiH](C)Cl